3-(4-(2-(Aminomethyl)-1-methyl-1H-imidazol-4-yl)-1-oxoisoindolin-2-yl)piperidine-2,6-dione NCC=1N(C=C(N1)C1=C2CN(C(C2=CC=C1)=O)C1C(NC(CC1)=O)=O)C